NC1CCN(CC1)C1=C(C(=NC=C1C1=CC(=CC(=C1)C)F)NC)C1=NC2=C(N1)C(=CC=C2)Cl 4-(4-aminopiperidin-1-yl)-3-(7-chloro-1H-1,3-benzodiazol-2-yl)-5-(3-fluoro-5-methylphenyl)-N-methylpyridin-2-amine